C(C=C)(=O)OCCCCCC[Si](Br)(Br)Br acryloxyhexyltribromosilane